NC1=NC=2N(C(=C1[N+](=O)[O-])N)N=C(C2[N+](=O)[O-])[N+](=O)[O-] 5,7-diamino-2,3,6-trinitropyrazolo[1,5-a]pyrimidine